FC1(CCN(CC1)C1=C(C=C(C=N1)N1N=C(C=C1)C(=O)O)F)F 1-[6-(4,4-difluoropiperidin-1-yl)-5-fluoropyridin-3-yl]pyrazole-3-carboxylic acid